trans-(2s,4s)-4-(2-(tert-butoxy)-2-oxoethyl)-1-(tert-butoxycarbonyl)-5-oxopyrrolidine-2-carboxylic acid C(C)(C)(C)OC(C[C@@H]1C[C@H](N(C1=O)C(=O)OC(C)(C)C)C(=O)O)=O